3-{6-[(4-{2-[(S)-2-methoxy-1-methylethylamino]-6-(m-cyanophenyl)-4-pyrimidinyl}-1H-1,2,3-triazol-1-yl)methyl]-2-pyridinyl}-3-methylbutanoic acid COC[C@H](C)NC1=NC(=CC(=N1)C=1N=NN(C1)CC1=CC=CC(=N1)C(CC(=O)O)(C)C)C1=CC(=CC=C1)C#N